C1(CCC1)[C@@H]1OCC2=CC(=CC=C2[C@@H]1C1=CC=C(C=C1)N1CCC(CC1)CN1CCN(CC1)C=1C=C2CN(C(C2=CC1)=O)[C@@H]1C(NC(CC1)=O)=O)O (S)-3-(5-(4-((1-(4-((3S,4S)-3-cyclobutyl-7-hydroxyisochroman-4-yl)phenyl)piperidin-4-yl)methyl)piperazin-1-yl)-1-oxoisoindolin-2-yl)piperidine-2,6-dione